2-((4-amino-2-(2-methoxyethyl)-6,7,8,9-tetrahydro-1H-imidazo[4,5-c]quinolin-1-yl)methyl)-2-methylpropane-1,3-diol NC1=NC=2CCCCC2C2=C1N=C(N2CC(CO)(CO)C)CCOC